8-chloro-6-oxo-caprylate ClCCC(CCCCC(=O)[O-])=O